tert-butyl N-[(1S)-2-[[(2S)-6-(2,6-difluorobenzoyl)-2-methyl-3,5-dihydro-2H-thieno[2,3-e][1,4]dioxepin-7-yl]amino]-1-methyl-2-oxo-ethyl]carbamate FC1=C(C(=O)C2=C(SC=3O[C@H](COCC32)C)NC([C@H](C)NC(OC(C)(C)C)=O)=O)C(=CC=C1)F